ClC1=C(C=CC=C1C1C(NC(CC1)=O)=O)C1=CC=C(C=C1)C(=O)N1CC(CC1)(F)F 3-(2-chloro-4'-(3,3-difluoropyrrolidine-1-carbonyl)-[1,1'-biphenyl]-3-yl)piperidine-2,6-dione